BrC=1C=C2C=C(C(N(C2=NC1)CC1=NC=CC=N1)=O)C(=O)NC(C)C1=CC=C(C=C1)F 6-bromo-N-[1-(4-fluorophenyl)ethyl]-2-oxo-1-(pyrimidin-2-ylmethyl)-1,8-naphthyridine-3-carboxamide